2-(5-bromo-2H-indazol-2-yl)-5-formylbenzonitrile BrC1=CC2=CN(N=C2C=C1)C1=C(C#N)C=C(C=C1)C=O